Sodium N-(4-butylphenyl)sulfamate C(CCC)C1=CC=C(C=C1)NS([O-])(=O)=O.[Na+]